methyl-3-(4-methylpyrazol-1-yl)-4-[[4-(trifluoromethyl)phenyl]methylamino]benzenesulfonamide CC1=C(C=CC(=C1N1N=CC(=C1)C)NCC1=CC=C(C=C1)C(F)(F)F)S(=O)(=O)N